{1-[1-(3,5-dimethoxybenzoyl)piperidin-4-yl]-3-[4-(7H-pyrrolo[2,3-d]pyrimidin-4-yl)-1H-pyrazol-1-yl]azetidin-3-yl}acetonitrile COC=1C=C(C(=O)N2CCC(CC2)N2CC(C2)(N2N=CC(=C2)C=2C3=C(N=CN2)NC=C3)CC#N)C=C(C1)OC